3-(5-((4-(4-fluorophenyl)piperidin-1-yl)methyl)-1-oxoisoindolin-2-yl)piperidine-2,6-dione FC1=CC=C(C=C1)C1CCN(CC1)CC=1C=C2CN(C(C2=CC1)=O)C1C(NC(CC1)=O)=O